ClC1=CC(=C(CN2C[C@@H](N(C[C@H]2CC)C2=CC(N(C=3C=CC(=NC23)C#N)C)=O)C)C=C1)F 8-((2s,5r)-4-(4-chloro-2-fluorobenzyl)-5-ethyl-2-methylpiperazin-1-yl)-5-methyl-6-oxo-5,6-dihydro-1,5-naphthyridine-2-carbonitrile